C(C)OC(CC1=C2N(C(N1)=S)C[C@@H](C2)F)=O.F[C@@H]2CC=1N(C(NC1CC(=O)OCC)=S)C2 Ethyl (R)-2-(6-fluoro-3-thioxo-2,5,6,7-tetrahydro-3H-pyrrolo[1,2-c]imidazol-1-yl)acetate Ethyl-(R)-2-(6-fluoro-3-thioxo-2,5,6,7-tetrahydro-3H-pyrrolo[1,2-c]imidazol-1-yl)acetate